CN1CC(CC1=O)C(=O)NCC1=CC=C(C=C1)NC(OCC1=CC=C(C=C1)Cl)=O 4-chlorobenzyl (4-((1-methyl-5-oxopyrrolidine-3-carboxamido)meth-yl)phenyl)carbamate